2',5'-bis(trifluoromethyl)-[1,1':4',1''-terphenyl]-4,4''-dicarboxylic acid FC(C1=C(C=C(C(=C1)C1=CC=C(C=C1)C(=O)O)C(F)(F)F)C1=CC=C(C=C1)C(=O)O)(F)F